3-(1-(((R)-1-(3-acetylamino-5-(trifluoromethyl)phenyl)ethyl)amino)-3-methyl-4-oxo-3,4-Dihydropyrido[3,4-d]pyridazin-7-yl)piperidine-1-carboxylate C(C)(=O)NC=1C=C(C=C(C1)C(F)(F)F)[C@@H](C)NC=1C2=C(C(N(N1)C)=O)C=NC(=C2)C2CN(CCC2)C(=O)[O-]